Methyl (rac)-4-(3-hydroxy-3-(methoxymethyl) pent-1-yn-1-yl)-2-methylbenzoate O[C@@](C#CC1=CC(=C(C(=O)OC)C=C1)C)(CC)COC |r|